1-(5-(methylsulfonyl)pyridin-2-yl)-1H-pyrazole-4-carbaldehyde CS(=O)(=O)C=1C=CC(=NC1)N1N=CC(=C1)C=O